N-((1s,3s)-3-(6-((1-(2-(2-(2-((2-(2,6-dioxopiperidin-3-yl)-1,3-dioxoisoindolin-5-yl)amino)ethoxy)ethoxy)ethyl)piperidin-4-yl)amino)-9H-purin-9-yl)cyclobutyl)-6-methylpicolinamide O=C1NC(CC[C@@H]1N1C(C2=CC=C(C=C2C1=O)NCCOCCOCCN1CCC(CC1)NC1=C2N=CN(C2=NC=N1)C1CC(C1)NC(C1=NC(=CC=C1)C)=O)=O)=O